O1C(CCCC1)=O tetrahydro-(2H)-pyrone